tri-butyltris(tert-butoxy)tin C(CCC)C(C(C)(C)O[Sn](OC(C)(C)C)OC(C)(C)C)(CCCC)CCCC